C1(C=CC2=CC=CC=C12)[SiH2]C1C=CC2=CC=CC=C12 bisindenyl-silane